N,N'-dimethyloxymethylurea COCNC(=O)NCOC